(S)-4-((1-(4-chloro-8-(4-(5-methyl-1,2,4-oxadiazol-3-yl)phenyl)-1-oxo-2-phenyl-1,2-dihydroisoquinolin-3-yl)ethyl)amino)pyrido[2,3-d]pyrimidin-5(8H)-one ClC1=C(N(C(C2=C(C=CC=C12)C1=CC=C(C=C1)C1=NOC(=N1)C)=O)C1=CC=CC=C1)[C@H](C)NC=1C2=C(N=CN1)NC=CC2=O